bis(4-hydroxyethoxyphenyl)propane OCCOC1=CC=C(C=C1)C(C)(C)C1=CC=C(C=C1)OCCO